ClC=1C=C2C(CCOC2=C(C1)Cl)=O 6,8-dichloro-chroman-4-one